tert-Butyl (3R)-3-[2-[(4S)-4-benzyl-2-thioxo-oxazolidin-3-yl]-2-oxo-ethyl]pyrrolidine-1-carboxylate C(C1=CC=CC=C1)[C@@H]1N(C(OC1)=S)C(C[C@@H]1CN(CC1)C(=O)OC(C)(C)C)=O